CC1=C(C(=C(C(=C1C)C1=C(C(=O)[O-])C=CC(=C1C)OCC1CO1)C)C)C1=C(C(=O)[O-])C=CC(=C1C)OCC1CO1 2,3,5,6-tetramethyl-1,4-phenylene-bis{4-(2,3-epoxypropoxy)-3-methylbenzoate}